F[C@H]1[C@H]([C@@H]2CN([C@]1(C2)C)C)N(C2=CC=C(N=N2)C2=C(C=C(C=C2)N2N=CC=C2)O)C 2-(6-(((1S,4S,5S,6S)-6-fluoro-1,2-dimethyl-2-azabicyclo[2.2.1]heptan-5-yl)(methyl)amino)pyridazin-3-yl)-5-(1H-pyrazol-1-yl)phenol